4-(3-chloro-2-{[4-methyl-4-(4-methylphenyl)piperidine-1-carbonyl]amino}phenyl)piperidine-1-carboxylic acid tert-butyl ester C(C)(C)(C)OC(=O)N1CCC(CC1)C1=C(C(=CC=C1)Cl)NC(=O)N1CCC(CC1)(C1=CC=C(C=C1)C)C